ClC1=CC=C(C=C1)C=1N=C2N(C=CC=N2)C1CN1CC2CN(C(C1)CC2)C(=O)C2=NC(=CC=C2)OC [3-{[2-(4-chlorophenyl)imidazo[1,2-a]pyrimidin-3-yl]methyl}-3,6-diazabicyclo[3.2.2]non-6-yl](6-methoxypyridin-2-yl)methanone